6,6-difluoro-7a-hydroxy-3,5-dimethylhexahydroisobenzofuran-1(3H)-on FC1(C(CC2C(OC(C2(C1)O)=O)C)C)F